Tetrachlorodisilane [Si]([Si](Cl)(Cl)Cl)Cl